FC1(CCN(CC1)C=O)F (4,4-difluoropiperidin-1-yl)methanon